1-(3-tert-butyl-1-phenyl-1H-pyrazol-5-yl)-3-(2-{[3-(1-methylethyl)[1,2,4]triazolo[4,3-a]pyridin-6-yl]thio}benzyl)urea C(C)(C)(C)C1=NN(C(=C1)NC(=O)NCC1=C(C=CC=C1)SC=1C=CC=2N(C1)C(=NN2)C(C)C)C2=CC=CC=C2